CC[C@H](C)C(=O)C(=O)N[C@H]1CC2=CC(=C(C=C2)O)C3=C4C(=CC=C3)[C@]([C@@H]([C@H](NC(=O)[C@@H](NC1=O)CC(=O)N)C(=O)N/C=C\\C)O)(C(=O)N4)O The molecule is a 17-membered macrocyclic lactam that incorporates a phenol and a substituted indole moiety. It includes a R-hydroxy group at position 11 and a (3-methyl-2-oxopentanoyl)amino group at position at position 18 with a S-methyl group. It acts as a proteasome inhibitor and is obtained from Apiospora montagnei Sacc. TC 1093, isolated from a soil sample. It has a role as an antimicrobial agent, a proteasome inhibitor, an antineoplastic agent, a bacterial metabolite and a fungal metabolite. It is a macrocycle, a lactam, a secondary alcohol, a tertiary alcohol, a member of indoles and a member of phenols.